N-(3-(4-amino-2-((6-(4-methylpiperazin-1-yl)pyridin-3-yl)amino)quinazolin-8-yl)phenyl)propynamide vanadium-antimony-selenium [Se].[Sb].[V].NC1=NC(=NC2=C(C=CC=C12)C=1C=C(C=CC1)NC(C#C)=O)NC=1C=NC(=CC1)N1CCN(CC1)C